2-(4-(6-(6-(Trifluoromethyl)imidazo[1,2-b]pyridazin-3-yl)pyrimidin-4-yl)morpholin-2-yl)ethan-1-ol FC(C=1C=CC=2N(N1)C(=CN2)C2=CC(=NC=N2)N2CC(OCC2)CCO)(F)F